(S)-6-(1-amino-1,3-dihydrospiro[indene-2,4'-piperidine]-1'-yl)-3-(2,2-difluoro-1-phenylethenyl)-1,5-dihydro-4H-pyrazole N[C@@H]1C2=CC=CC=C2CC12CCN(CC2)C2=CC=CC=C2C(=C(F)F)C2=NNCC2